(S)-(2-(oxetan-3-ylidene)tetrahydro-1H-pyrrolizin-7a(5H)-yl)methanol O1CC(C1)=C1C[C@@]2(CCCN2C1)CO